N1(N=NC=C1)C=1N=CC2=C(N1)CCNC2 2-(triazol-1-yl)-5,6,7,8-tetrahydropyrido[4,3-d]pyrimidine